NCC(C1=CC(=CC=C1)F)C1=CC=C(C=C1)C1=C(C=C(C#N)C=C1)OC1=NC(=NC(=C1)N1CCOCC1)C 4-[4-[2-amino-1-(3-fluorophenyl)ethyl]phenyl]-3-(2-methyl-6-morpholin-4-ylpyrimidin-4-yl)oxybenzonitrile